ClC1=CC=C(C=C1)C1=NN(C(C1C1=CC=CC=C1)(C)C)\C(\[N+]1=CC=C(C=C1)N(C)C)=N/S(=O)(=O)C1=CC=C(C=C1)C(F)(F)F (Z)-1-((3-(4-chlorophenyl)-5,5-dimethyl-4-phenyl-4,5-dihydro-1H-pyrazol-1-yl)((4-(trifluoromethyl)phenyl)sulfonyl)iminomethyl)-4-(dimethylamino)pyridin-1-ium